ClC1=C(C=CC=C1)C1=C(C(=CC=C1)NC(=O)[C@H]1N(CC(C1)(F)F)C(=O)OC(C)(C)C)F (S)-tert-Butyl 2-(2'-chloro-2-fluorobiphenyl-3-ylcarbamoyl)-4,4-difluoropyrrolidine-1-carboxylate